C(CCC)C1=CC=CC2=C1N=C(S2)SNCCC(C)C butyl-N-isoamylbenzoThiazol-2-sulfenamide